[Si](C1=CC=CC=C1)(C1=CC=CC=C1)(C(C)(C)C)OC1CN(C1)CCO 2-{3-[(tert-butyldiphenylsilyl)oxy]azetidine-1-yl}ethanol